C[Si](CCOCN1N=CC(=C1)C1=CC=C(N)C=C1)(C)C 4-(1-((2-(trimethylsilyl)ethoxy)methyl)-1h-pyrazol-4-yl)aniline